N-benzyl-7-(4-bromo-3-chloro-benzoyl)-3-oxo-2-(4-sulfamoylphenyl)-6,8-dihydro-5H-imidazo[1,5-a]pyrazine-1-carboxamide C(C1=CC=CC=C1)NC(=O)C=1N(C(N2C1CN(CC2)C(C2=CC(=C(C=C2)Br)Cl)=O)=O)C2=CC=C(C=C2)S(N)(=O)=O